N-(2-fluoro-2-methylpropyl)-5-(imidazo[1,2-a]pyrimidin-6-yl)-4-methoxypyrrolo[2,1-f][1,2,4]triazin-2-amine FC(CNC1=NN2C(C(=N1)OC)=C(C=C2)C=2C=NC=1N(C2)C=CN1)(C)C